(9Z,12Z)-N-(2-((Tert-butyldiphenylsilyl)oxy)ethyl)octadeca-9,12-dien-1-amine [Si](C1=CC=CC=C1)(C1=CC=CC=C1)(C(C)(C)C)OCCNCCCCCCCC\C=C/C\C=C/CCCCC